C1(CC1)C=1C=C(C=C(C1)CN1C[C@H](N[C@H](C1)C)C)NC1=NC=C(C(=N1)C1=CNC2=CC(=CC=C12)C)C(F)(F)F N-(3-cyclopropyl-5-(((3R,5S)-3,5-dimethylpiperazine-1-yl)methyl)phenyl)-4-(6-methyl-1H-indol-3-yl)-5-(trifluoromethyl)pyrimidine-2-amin